(4-Chlorophenyl)-5,6,7,8,9,10-hexahydrocyclohepta[b]indol-6-amine ClC1=CC=C(C=C1)C1=C2C3=C(NC2=CC=C1)C(CCCC3)N